1-cyclopropyl-3-methyl-1H-pyridin-2-one C1(CC1)N1C(C(=CC=C1)C)=O